C(C)(C)N(C1=C(C=C(C(=C1)C(=O)O)N(C1=CC=CC=C1)C(C)C)C(=O)O)C1=CC=CC=C1 2,5-bis(isopropylphenylamino)benzene-1,4-dioic acid